6-(4-ethoxyphenyl)-N-(3-(1-hydroxyethyl)phenethyl)pyrazine-2-carboxamide C(C)OC1=CC=C(C=C1)C1=CN=CC(=N1)C(=O)NCCC1=CC(=CC=C1)C(C)O